ClC1=CC=C(NC2=C(C(=NC(=N2)NCC(C)(C)O)N2CCC(CC2)(C(=O)N)C)[N+](=O)[O-])C=C1 1-[6-(4-chloroanilino)-2-[(2-hydroxy-2-methyl-propyl)amino]-5-nitro-pyrimidin-4-yl]-4-methyl-piperidine-4-carboxamide